FC=1C(C(=CN2[C@@H](CC=3C=C(C(=NC3C21)OC)OCCCOC)C(C)C)C(=O)OCC)=O Ethyl (6S)-11-fluoro-6-isopropyl-2-methoxy-3-(3-methoxypropoxy)-10-oxo-5H,6H-pyrido[1,2-h]1,7-naphthyridine-9-carboxylate